BrC1=CC2=C(N=C(N=[N+]2[O-])NCCO)C=C1 7-bromo-3-((2-hydroxyethyl)amino)benzo[e][1,2,4]triazine-1-oxide